(1R,5S)-6-oxa-3-azabicyclo[3.1.0]Hexane-3-carboxylic acid tert-butyl ester C(C)(C)(C)OC(=O)N1C[C@H]2O[C@H]2C1